C(C1=CC=CC=C1)NC1=NC(=NN2C1=CC=C2C2NC[C@@H](C2)F)N2C(=CC=1C(=CC=CC21)C(=O)N)C 1-(4-(benzylamino)-7-((4R)-4-fluoropyrrolidin-2-yl)pyrrolo[2,1-f][1,2,4]triazin-2-yl)-2-methyl-1H-indole-4-carboxamide